ClC1=C(C=CC(=C1)C(F)(F)F)COC1CCNCC1 4-[[2-Chloro-4-(trifluoromethyl)phenyl]methoxy]piperidine